(R)-3-(3,4-dichlorophenyl)isoxazolidine ClC=1C=C(C=CC1Cl)[C@@H]1NOCC1